1-((2'-(N-(4,5-dimethylisothiazol-3-yl)sulfamoyl)-2-(ethoxymethyl)-[1,1'-biphenyl]-4-yl)methyl)-4-(2-hydroxypropan-2-yl)-2-propyl-1H-imidazole-5-carboxylic acid CC=1C(=NSC1C)NS(=O)(=O)C1=C(C=CC=C1)C1=C(C=C(C=C1)CN1C(=NC(=C1C(=O)O)C(C)(C)O)CCC)COCC